COC=1C=C(CNCC2=CC(=CC=C2)OCCOC)C=CC1 N-(3-methoxybenzyl)-1-(3-(2-methoxyethoxy)phenyl)methylamine